2-(2-(benzofuran-6-yl)-5-ethyl-7-oxo-6-(piperazin-1-yl)pyrazolo[1,5-a]pyrimidin-4(7H)-yl)-N-(2-chloro-4-(trifluoromethyl)phenyl)acetamide O1C=CC2=C1C=C(C=C2)C2=NN1C(N(C(=C(C1=O)N1CCNCC1)CC)CC(=O)NC1=C(C=C(C=C1)C(F)(F)F)Cl)=C2